2-(4,4-difluoroazepane-1-yl)-6-methylnicotinate FC1(CCN(CCC1)C1=C(C(=O)[O-])C=CC(=N1)C)F